C(C)(C)(C)OC(NC=1C=C2CN(C(C2=C(C1)F)=O)CC1=CC=C(C=C1)OC)=O (7-fluoro-2-(4-methoxybenzyl)-1-oxoisoindolin-5-yl)carbamic acid tert-butyl ester